(R)-1-(4-(1-(N-Boc-amino)ethyl)phenyl)-2-methoxy-4,7-dimethyl-6(5H)-phenanthridinone C(=O)(OC(C)(C)C)N[C@H](C)C1=CC=C(C=C1)C1=C(C=C(C=2NC(C3=C(C=CC=C3C12)C)=O)C)OC